C(C)(=O)N(C=1C=C(C(=NC1)C(=O)Cl)S(=O)(=O)CC)C 5-[acetyl-(methyl)amino]-3-ethylsulfonyl-pyridine-2-carbonyl chloride